(S)-pyrrolidin-3-yl(4-(quinolin-4-yl)piperazin-1-yl)methanone N1C[C@H](CC1)C(=O)N1CCN(CC1)C1=CC=NC2=CC=CC=C12